C123CCCCCCCC34C1C42 tetracyclo[7.2.0.01,10.09,11]undecane